(1S,2R,3S,4R,5S)-4-(2-Chloro-6-((dicyclopentylmethyl)amino)-9H-purin-9-yl)-1-(chloromethyl)bicyclo[3.1.0]hexane-2,3-diol ClC1=NC(=C2N=CN(C2=N1)[C@H]1[C@@H]([C@@H]([C@@]2(C[C@H]12)CCl)O)O)NC(C1CCCC1)C1CCCC1